BrC1=CC2=C(N=C(N=C2)NC2CCN(CC2)S(=O)(=O)C)N(C1=O)[C@H]1C2(CC2)C=CC1 (R)-6-bromo-2-((1-(methylsulfonyl)piperidin-4-yl)amino)-8-(spiro[2.4]hept-6-en-4-yl)pyrido[2,3-d]pyrimidin-7(8H)-one